CN1N=C(C=C1C(=O)OCC)C(NCCNC1=NC=CC2=CC=C(C=C12)C1=NOC(=N1)C)=O ethyl 1-methyl-3-((2-((7-(5-methyl-1,2,4-oxadiazol-3-yl)isoquinolin-1-yl)amino)ethyl)-carbamoyl)-1H-pyrazole-5-carboxylate